C(C(=C)C)(=O)OCC1CCCCC1 Cyclohexylmethyl methacrylate